1-[1-(cyanomethyl)-4-[(4-cyanophenyl)methylamino]cyclohexyl]-3-(cyclopropanecarbonylamino)pyrazole-4-carboxamide C(#N)CC1(CCC(CC1)NCC1=CC=C(C=C1)C#N)N1N=C(C(=C1)C(=O)N)NC(=O)C1CC1